1,7-dimethyl-3H-purine CN1CNC2=NCN(C2=C1)C